tert-butyl 7-[2-({4-[(3-hydroxy-3-methylazetidin-1-yl)methyl]phenyl}amino)-5H,6H,7H,8H-pyrido[3,4-d]pyrimidin-7-yl]-8-methyl-1H,2H,3H-pyrido[2,3-b][1,4]oxazine-1-carboxylate OC1(CN(C1)CC1=CC=C(C=C1)NC=1N=CC2=C(N1)CN(CC2)C2=C(C1=C(OCCN1C(=O)OC(C)(C)C)N=C2)C)C